2-(2,3-dihydro-1H-indene-1-ylidene)acetonitrile C1(CCC2=CC=CC=C12)=CC#N